isoquinoline-1,6(4H,5H)-dione C1(N=CCC=2CC(C=CC12)=O)=O